((2S,3R,6R)-2,6-Dimethyl-3-(((3-methyl-5-(trifluoromethyl)pyridin-2-yl)amino)methyl)morpholino)(6-methyl-3-(pyrimidin-2-yl)pyridin-2-yl)methanone C[C@@H]1O[C@@H](CN([C@@H]1CNC1=NC=C(C=C1C)C(F)(F)F)C(=O)C1=NC(=CC=C1C1=NC=CC=N1)C)C